S1C2=C(C=C1)C(=CC=C2)N2CCN(CC2)CCCCOC2=CC=C1C=CC(N(C1=C2)C(C(CCC)C)=O)=O 7-(4-(4-(benzo[b]thiophen-4-yl)piperazin-1-yl)butoxy)-1-(2-methylpentanoyl)quinolin-2(1H)-one